C(C)(C)(C)C12CNCC(C(C1)=C)N2C(C)(C)C2=CC=CC=C2 tert-butyl-6-methylene-8-(2-phenylpropan-2-yl)-3,8-diazabicyclo[3.2.1]octane